CC([O-])C.[La+3].CC([O-])C.CC([O-])C lanthanum(III) isopropoxide